C(C)(=O)N1C[C@H](N([C@H](C1)C)CCOC1=CC=C(C=C1)C=1C=C2C=CC(=NC2=CC1)C=1C2=C(C(N(C1)C)=O)N(C=C2)S(=O)(=O)C2=CC=C(C)C=C2)C 4-{6-[4-(2-((2R,6S)-4-acetyl-2,6-dimethylpiperazin-1-yl)ethoxy)phenyl]quinolin-2-yl}-6-methyl-1-tosyl-1H-pyrrolo[2,3-c]pyridin-7(6H)-one